(5-bromo-2-methylthiophene-3-yl)carbamic acid tert-butyl ester C(C)(C)(C)OC(NC1=C(SC(=C1)Br)C)=O